chloro-1-ethyl-1'-methyl-2'H-spiro[indoline-3,3'-quinoline] ClC1N(C2=CC=CC=C2CC12CN(C1=CC=CC=C12)CC)C